7-methyl-3-(4-sulfamoylphenyl)-1H-indole-2-carboxylic acid CC=1C=CC=C2C(=C(NC12)C(=O)O)C1=CC=C(C=C1)S(N)(=O)=O